(+-)-2-Methylpropane-2-sulfinamide CC(C)(C)[S@@](=O)N |r|